C(#N)C1=CC=C(C(=N1)OC(F)F)COC1=CC=CC=N1 6-((6-cyano-2-(difluoromethoxy)pyridin-3-yl)methoxy)pyridin